Cl.CC12CC3(CC(CC(C1)(C3)C)C2)N 3,5-Dimethyltricyclo[3.3.1.13,7]decan-1-amine hydrochloride